[N+](=O)([O-])C1=CC=C(C=C1)N1C[C@@H]2[C@H](C1)CN(C2)C(=O)OC(C)(C)C Tert-butyl (3aR,6aS)-5-(4-nitrophenyl)hexahydropyrrolo[3,4-c]pyrrole-2(1H)-carboxylate